5-[(3-Chlorophenyl)thio]pyrimidine-4-carboxylic acid ClC=1C=C(C=CC1)SC=1C(=NC=NC1)C(=O)O